C(C)(C)(C)OC(=O)N1CC=2C(CC1)=CNN2 2H,4H,5H,6H,7H-pyrazolo[3,4-c]Pyridine-6-carboxylic acid tert-butyl ester